(3-(hydroxyimino)propyl)(n-decyl)phosphinic acid ON=CCCP(O)(=O)CCCCCCCCCC